2-Chloro-5-iodopyrimidin-4(3H)-one ClC1=NC=C(C(N1)=O)I